2-((5-(6-aminopyridin-3-yl)-2-((6-methoxy-2-methyl-1,2,3,4-tetrahydroisoquinolin-7-yl)amino)-7H-pyrrolo[2,3-d]pyrimidin-4-yl)amino)-N,N-dimethylbenzenesulfonamide NC1=CC=C(C=N1)C1=CNC=2N=C(N=C(C21)NC2=C(C=CC=C2)S(=O)(=O)N(C)C)NC2=C(C=C1CCN(CC1=C2)C)OC